O1C(C12CCCCC2)C(=O)O 1-oxaspiro[2.5]octane-2-formic acid